6-bromo-1-cyclopropyl-indazole BrC1=CC=C2C=NN(C2=C1)C1CC1